tert-butyl (2-(2-(4-fluorophenyl)-6-formylpyridin-4-yl)propan-2-yl)carbamate FC1=CC=C(C=C1)C1=NC(=CC(=C1)C(C)(C)NC(OC(C)(C)C)=O)C=O